C(C)(C)(C)OC(=O)N1CCC(CC1)CSC1CC1 4-(cyclopropylsulfanylmethyl)piperidine-1-carboxylic acid tert-butyl ester